6-(4-(trifluoromethyl)piperidin-1-yl)naphthalen-2-amine hydrochloride Cl.FC(C1CCN(CC1)C=1C=C2C=CC(=CC2=CC1)N)(F)F